5-(bis(4-methoxybenzyl)amino)-2-bromo-3-chlorobenzaldehyde COC1=CC=C(CN(C=2C=C(C(=C(C=O)C2)Br)Cl)CC2=CC=C(C=C2)OC)C=C1